NC=1C=2N(C3=C(N1)C=NC(=C3)C(=O)N3[C@@H]1[C@H](CCC3)OC3=C1C=CC(=C3F)OC(F)(F)F)C=NC2C (4-amino-3-methylimidazo[1,5-a]pyrido[3,4-e]pyrazin-8-yl)((4aS,9bS)-6-fluoro-7-(trifluoromethoxy)-3,4,4a,9b-tetrahydrobenzofuro[3,2-b]pyridin-1(2H)-yl)methanone